1-propyl-3-methylimidazolium bromide [Br-].C(CC)N1C=[N+](C=C1)C